C12(CC3CC(CC(C1)C3)C2)CN2N=CC(=C2C)C=2C(=C3C(=NC2)N(C=N3)C=3C=NC(=CC3)NS3SC2=C(N3)C=CC=C2)C(=O)OC methyl 6-(1-(adamantan-1-ylmethyl)-5-methyl-1H-pyrazol-4-yl)-3-(6-(benzodithiazol-2-ylamino)pyridin-3-yl)-3H-imidazo[4,5-b]pyridine-7-carboxylate